S(CCC(=O)[O-])CCC(=O)OCCCCCCCCCCCCCC (tetradecyl) thio-dipropionate